6-hydroxy-5,7-dimethyl-2-naphthoic acid OC=1C(=C2C=CC(=CC2=CC1C)C(=O)O)C